11alpha-acetoxy-cholest-23E-en-3beta,5alpha,6beta-triol C(C)(=O)O[C@H]1[C@@H]2[C@]3(CC[C@@H](C[C@@]3([C@@H](C[C@H]2[C@@H]2CC[C@H]([C@@H](C/C=C/C(C)C)C)[C@]2(C1)C)O)O)O)C